(S)-4-(6-((1-(6-(4-fluoro-1H-pyrazol-1-yl)pyridin-3-yl)ethyl)(methyl)amino)pyridine-3-yl)-6-cyanomethoxypyrazolo[1,5-a]pyridine-3-carbonitrile FC=1C=NN(C1)C1=CC=C(C=N1)[C@H](C)N(C1=CC=C(C=N1)C=1C=2N(C=C(C1)OCC#N)N=CC2C#N)C